C(C=C)(=O)N1[C@H](CN(CC1)C=1C2=C(N=C(N1)OC[C@H]1N(CCC1)C)OC1(CC2)CCC(C2=CC=CC=C21)(F)F)CC#N 2-((2S)-1-acryloyl-4-(4,4-difluoro-2'-(((S)-1-methylpyrrolidin-2-yl)methoxy)-3,4,5',6'-tetrahydro-2H-spiro[naphthalene-1,7'-pyrano[2,3-d]pyrimidin]-4'-yl)piperazin-2-yl)acetonitrile